C(C1=CC=CC=C1)C1=NC(OC1)=O 4-benzyloxazolin-2-one